tert-butyl (E)-(2-((4-(5-bromopyridin-2-yl)-5-oxo-4,5-dihydro-1H-1,2,4-triazol-1-yl)methyl)-3-fluoroallyl)carbamate BrC=1C=CC(=NC1)N1C=NN(C1=O)C\C(\CNC(OC(C)(C)C)=O)=C\F